C1=CC=C(C=C1)C2=C3C=CC(=C(C4=NC(=C(C5=CC=C([N-]5)C(=C6C=CC2=N6)C7=CC=CC=C7)C8=CC=CC=C8)C=C4)C9=CC=CC=C9)[N-]3.[Co+2] cobalt(II) tetraphenylporphyrin